3-(3-chloro-4-(2-(pyrrolidin-1-yl)ethoxy)phenyl)-1-(isoquinolin-1-yl)-1H-1,2,4-triazole-3,5-diamine ClC=1C=C(C=CC1OCCN1CCCC1)C1(NN(C(=N1)N)C1=NC=CC2=CC=CC=C12)N